(Z)-10-Nonadecenal C(CCCCCCCC\C=C/CCCCCCCC)=O